tert-butyl (2S,4S)-2-(2-((tert-butyldimethylsilyl)oxy)ethyl)-4-(4,8-dichloro-6-fluoro-7-(3-methyl-2-(trifluoromethyl)phenyl)-1H-imidazo[4,5-c]quinolin-1-yl)piperidine-1-carboxylate [Si](C)(C)(C(C)(C)C)OCC[C@H]1N(CC[C@@H](C1)N1C=NC=2C(=NC=3C(=C(C(=CC3C21)Cl)C2=C(C(=CC=C2)C)C(F)(F)F)F)Cl)C(=O)OC(C)(C)C